NC1(NC(=CC=N1)Cl)Cl 2-amino-2,6-dichloropyrimidine